C(C=C)OC(=O)N1CC(C1)S(=O)(=O)C1=CC=C(C=C1)O 3-((4-hydroxyphenyl)sulfonyl)azetidine-1-carboxylic acid allyl ester